CC1=CC(=CS1)C1C[C@H](NCC1)C1=CC=C(C(=O)[O-])C=C1 (S)-4-(4-(5-methylthiophen-3-yl)piperidin-2-yl)benzoate